1-(2-fluoro-3-(trifluoromethyl)phenyl)ethylamine FC1=C(C=CC=C1C(F)(F)F)C(C)N